BrC=1C=CC2=CN(C(N=C2C1)NN)COCC[Si](C)(C)C 7-bromo-2-hydrazino-3-((2-(trimethylsilyl)ethoxy)methyl)-quinazolin